NC1=NC=NN2C1=C(N=C2C(C)C)C2=CC=C(CNC(C1=C(C(=CC=C1)F)OC)=O)C=C2 N-(4-(4-amino-7-isopropylimidazo[5,1-f][1,2,4]triazin-5-yl)benzyl)-3-fluoro-2-methoxybenzamide